BrC=1C(=C(C(=O)NO)C=CC1)F 3-Bromo-2-fluoro-N-hydroxybenzoamide